CC=1C=C(C=CC1)N(C1=CC=CC=C1)C1=C(C(=C(C=C1)N(C1=CC=CC=C1)C1=CC=CC=C1)N(C1=CC(=CC=C1)C)C1=CC=CC=C1)N(C1=CC(=CC=C1)C)C1=CC=CC=C1 tris(N-3-methylphenyl-N-phenylamino)-triphenylamine